C1(=CC=CC=C1)C1(CCCC1)C(=O)N1CC2=CC=CC(=C2CC1)C(CC(=O)O)C1=C(C2=C(N(N=N2)C)C=C1)C 3-[2-(1-phenylcyclopentoyl)-1,2,3,4-tetrahydroisoquinolin-5-yl]-3-(1,4-dimethylbenzotriazol-5-yl)propanoic acid